NC1(CN=CC2=CC(=C(C=C12)C1=C(C=CC=C1C)F)C#N)C1=CN=C(S1)C1CCNCC1 4-amino-6-(2-fluoro-6-methylphenyl)-4-(2-(piperidin-4-yl)thiazol-5-yl)isoquinoline-7-carbonitrile